C[In-]C1C=CC=C1 methylcyclopentadienyl-indium (I)